C1(CC1)NC(=O)C1=CC=C(C=C1)S(=O)(=O)NC(C1=C(C=CC=C1)OC)=O N-[4-(cyclopropylcarbamoyl)phenylsulfonyl]-2-methoxybenzamide